2-(3,4-dimethoxyphenyl)-3-methyl-5-(1-(4-(4-methylpiperazin-1-yl)benzyl)piperidin-4-yl)-1H-indole COC=1C=C(C=CC1OC)C=1NC2=CC=C(C=C2C1C)C1CCN(CC1)CC1=CC=C(C=C1)N1CCN(CC1)C